5-ethynyl-2-{[4-(4-methylpiperazin-1-yl)phenyl]amino}-8-(1-methylpyrrolidin-3-yl)pyrido[2,3-d]pyrimidin-7-one C(#C)C1=CC(N(C=2N=C(N=CC21)NC2=CC=C(C=C2)N2CCN(CC2)C)C2CN(CC2)C)=O